BrC=1C(=C(C(=O)O)C(=CC1)C(F)F)F 3-bromo-6-(difluoromethyl)-2-fluorobenzoic acid